CC1=C(C(=O)OC2=C1C=CC(=C2)N)CCCCC/C=C\C/C=C\C/C=C\C/C=C\CCCC(=O)N 7-amino-4-methylcoumarin-arachidonamide